COC(C1=NC(=CC(=C1)Br)N1C=NC=C1)=O 4-bromo-6-(1H-imidazol-1-yl)picolinic acid methyl ester